γ-glycidoxypropyl-tripropoxysilane rac-Methyl-(R,Z)-2-(1-hydroxycyclooct-4-en-1-yl)acetate COC(C[C@@]1(CC\C=C/CCC1)O)=O.C(C1CO1)OCCC[Si](OCCC)(OCCC)OCCC |r|